N-[[6-[(4-ethyl-2-pyridyl)amino]-2-pyridyl]sulfonyl]-2-(2,2,4-trimethylpyrrolidin-1-yl)pyridine-3-carboxamide C(C)C1=CC(=NC=C1)NC1=CC=CC(=N1)S(=O)(=O)NC(=O)C=1C(=NC=CC1)N1C(CC(C1)C)(C)C